Ethyl 2-(2,6-dimethyl-4-((3-(4-(methylsulfonyl)phenyl)-2,5-dioxoimidazolin-1-yl)methyl)phenoxy)-2-methylpropionate CC1=C(OC(C(=O)OCC)(C)C)C(=CC(=C1)CN1C(N(CC1=O)C1=CC=C(C=C1)S(=O)(=O)C)=O)C